methyl-pyrazinePropanethiol CC=1C(=NC=CN1)CCCS